C(CCCCCCCC)C=1C(=C(C=CC1)O)C=CC nonylpropenyl-phenol